2-(trifluoromethyl)pyridine-5-boronic acid FC(C1=NC=C(C=C1)B(O)O)(F)F